(5-(5-fluoro-2-methoxyphenyl)-1H-1,2,4-triazol-3-yl)methanamine hydrochloride Cl.FC=1C=CC(=C(C1)C1=NC(=NN1)CN)OC